N-(5-(5-acetamido-1H-pyrazol-1-yl)-1,3,4-thiadiazol-2-yl)-4-(3,5-dimethoxypyridin-2-yl)-3-(2-methoxyethoxy)-2-oxo-2H-pyran-6-carboxamide C(C)(=O)NC1=CC=NN1C1=NN=C(S1)NC(=O)C1=CC(=C(C(O1)=O)OCCOC)C1=NC=C(C=C1OC)OC